1-((dimethylamino)(morpholino)methylene)-1H-benzotriazolium CN(C)C(=[N+]1N=NC2=C1C=CC=C2)N2CCOCC2